diethylene glycol mono-n-propyl ether C(CC)OCCOCCO